[Si](C)(C)(C(C)(C)C)NS(=O)(=O)CCC N-(t-butyldimethylsilyl)propane-1-sulfonamide